ClCC(=O)N[C@]1(CC[C@](C=2C=CC=NC12)(C(=O)NCC1=C(C=C(C=C1)Cl)Cl)F)CO |o1:5,8| (5S*,8S*)-8-(2-chloroacetamido)-N-(2,4-dichlorobenzyl)-5-fluoro-8-(hydroxymethyl)-5,6,7,8-tetrahydroquinoline-5-carboxamide